BrC=1C=C(C(=NC1)OCCCN(C)C)OC(C)C1=CC=CC=C1 3-((5-Bromo-3-(1-phenylethoxy)pyridin-2-yl)oxy)-N,N-dimethylpropan-1-amine